2-(2-cyanopropan-2-yl)isonicotinic acid C(#N)C(C)(C)C=1C=C(C(=O)O)C=CN1